ClC=1C=CC=C2C(=NC(=NC12)C=1C=NC(=CC1)N1CCCC1)C(=O)O 8-chloro-2-(6-pyrrolidin-1-yl-3-pyridyl)quinazoline-4-carboxylic acid